C1(CCCC1)NC1=CC(=C2C(NC(=NC2=C1)CSC1CCN(CC1)CCS(=O)(=O)C)=O)F 7-(cyclopentylamino)-5-fluoro-2-(((1-(2-(methylsulfonyl)ethyl)piperidin-4-yl)thio)methyl)quinazolin-4(3H)-one